C(C)P(=O)(CC)C=1C=2N(N=C(C1)N1[C@@H](COCC1)C)C(=NC2I)C2=CC=NN2C2OCCCC2 (3R)-4-[4-(diethylphosphoryl)-5-iodo-7-[1-(oxan-2-yl)-1H-pyrazol-5-yl]imidazo[1,5-b]pyridazin-2-yl]-3-methylmorpholine